5-amino-4-(r-(tert-butoxycarbonyl)-5-methoxy-6-oxo-6,8-dihydro-2H,7H-spiro[furo[2,3-e]isoindole-3,4'-piperidin]-7-yl)-5-oxopentanoic acid NC(C(CCC(=O)O)N1C(C2=C(C=C3C(=C2C1)OCC31CCN(CC1)C(=O)OC(C)(C)C)OC)=O)=O